(S)-2-(5-(3-fluoropiperidin-1-yl)pyrazin-2-yl)-4-oxo-6,7-dihydrothiazolo[5,4-c]pyridine-5(4H)-carboxylic acid tert-butyl ester C(C)(C)(C)OC(=O)N1C(C2=C(CC1)N=C(S2)C2=NC=C(N=C2)N2C[C@H](CCC2)F)=O